silver-yttrium-cerium-antimony [Sb].[Ce].[Y].[Ag]